[Ba].[Sn].COCC1(CCN(CC1)CCC=1SC=CC1)CCC(=O)NC1=CC=CC=C1 N-[4-(methoxymethyl)-1-[2-(2-thienyl)ethyl]-4-piperidinyl]propionylaniline tin barium